BrC1=CC(=C2C(N(C(C2=C1)=O)C1C(NC(CC1)=O)=O)=O)O 6-bromo-2-(2,6-dioxopiperidin-3-yl)-4-hydroxyisoindoline-1,3-dione